[Si](C)(C)(C(C)(C)C)OCC#CC(CN1C(C2=CC=CC=C2C1=O)=O)O 2-{5-[(tert-butyldimethylsilyl)oxy]-2-hydroxypent-3-yn-1-yl}isoindole-1,3-dione